C(C)(=O)N1CC(C1)OCCOC1=CC=C(C(=C1F)C1=C(C=CC(=C1)C(CNC1CCC(CC1)N)C1=CC=CC=C1)Cl)C(=O)N 5-(2-((1-acetylazetidin-3-yl)oxy)ethoxy)-5'-(2-(((1r,4r)-4-aminocyclohexyl)amino)-1-phenylethyl)-2'-chloro-6-fluoro-[1,1'-biphenyl]-2-carboxamide